1-bromo-4-chloro-2,6-difluorobenzene BrC1=C(C=C(C=C1F)Cl)F